2-amino-6-borono-2-(2-((S)-2-(methoxymethyl)pyrrolidin-1-yl)ethyl)hexanoic acid NC(C(=O)O)(CCCCB(O)O)CCN1[C@@H](CCC1)COC